anthra[1,2-b:5,6-b']dithiophene-4,10-dicarboxylic acid bis(2-octyldodecyl) ester C(CCCCCCC)C(COC(=O)C1=CC2=CC3=C(C=C(C4=C3SC=C4)C(=O)OCC(CCCCCCCCCC)CCCCCCCC)C=C2C=2SC=CC21)CCCCCCCCCC